FC1=C(C=CC(=C1)C(F)(F)F)C1CN(C1)C(=O)OC(C)(C)C tert-Butyl 3-[2-fluoro-4-(trifluoromethyl)phenyl]azetidine-1-carboxylate